CC1(COC2(C1=O)CCN(CC2)C(=O)OC(C)(C)C)C Tert-Butyl 3,3-dimethyl-4-oxo-1-oxa-8-azaspiro[4.5]decane-8-carboxylate